I(=O)(=O)[O-].I(=O)(=O)[O-].[Mg+2] magnesium diiodate